methyl-2-(4-(4-nitrophenyl)piperazin-1-yl)-N-(pyridin-2-ylmethyl)ethan-1-amine CC(CN1CCN(CC1)C1=CC=C(C=C1)[N+](=O)[O-])NCC1=NC=CC=C1